methyl (2R,4R)-2-allyl-4-((4-methoxybenzyl)oxy)pyrrolidine-2-carboxylate C(C=C)[C@]1(NC[C@@H](C1)OCC1=CC=C(C=C1)OC)C(=O)OC